BrC=1C=C(C(=NC1)OCCCN(C)C)NS(=O)(=O)C1=CC(=C(C=C1)F)C#N N-(5-Bromo-2-(3-(dimethylamino)propoxy)pyridin-3-yl)-3-cyano-4-fluorobenzenesulfonamide